tert-butyl (1-bromoisoquinolin-3-yl)(methyl)carbamate BrC1=NC(=CC2=CC=CC=C12)N(C(OC(C)(C)C)=O)C